ClC1=NC2=C(C=CC=C2C=2N1N=C(N2)C=2C=NNC2)C#N chloro-2-(1H-pyrazol-4-yl)[1,2,4]triazolo[1,5-c]quinazoline-7-carbonitrile